3-(piperazin-1-yl)-N-(4-(trifluoromethyl)phenyl)pyrazin-2-amine N1(CCNCC1)C=1C(=NC=CN1)NC1=CC=C(C=C1)C(F)(F)F